CN(CCN(C1=C(C=C(C(=C1)OC)NC1=NC=NC(=C1)N1OCC[C@@H]1C=1C=NC(=CC1)C)NC(C=C)=O)C)C N-(2-((2-(dimethylamino)ethyl)(methyl)amino)-4-methoxy-5-((6-((R)-3-(6-methylpyridine-3-yl)isoxazolidine-2-yl)pyrimidine-4-yl)amino)phenyl)acrylamide